(2R,6R)-N-[2-(1-benzylpiperidin-4-yl)ethyl]-2,6-dimethyl-4-[5-(trifluoromethoxy)pyrimidin-2-yl]piperazine-1-carboxamide C(C1=CC=CC=C1)N1CCC(CC1)CCNC(=O)N1[C@@H](CN(C[C@H]1C)C1=NC=C(C=N1)OC(F)(F)F)C